CC1=C(C(=O)O)C=CC(=C1)C=1N=C(SC1)NC1=NC=NC=C1 2-methyl-4-(2-(pyrimidin-4-ylamino)thiazol-4-yl)benzoic acid